diphenyl-coumarin C1(=CC=CC=C1)C1=C(C(OC2=CC=CC=C12)=O)C1=CC=CC=C1